ClC1=C(C=CC=C1C1=C(C(=NC=C1)C=1C=C2CCN(CC2=C(C1)OC)C[C@H](C)O)Cl)C1=CC=C(C(=N1)OC)CN1CC(C1)(O)C (S)-1-((6-(2-chloro-3-(3-chloro-2-(2-(2-hydroxypropyl)-8-methoxy-1,2,3,4-tetrahydroisoquinolin-6-yl)pyridin-4-yl)phenyl)-2-methoxypyridin-3-yl)methyl)-3-methylazetidin-3-ol